(3-propanesulfonyloxyimino-5H-thiophen-2-ylidene)-o-tolylacetonitrile C(CC)S(=O)(=O)ON=C1C(SCC1)=C(C#N)C1=C(C=CC=C1)C